3-cyclopropyl-6-(3-hydroxy-4-methoxyphenyl)-1-(3,4,5-trimethoxyphenyl)-1,3-dihydro-2H-imidazo[4,5-c]pyridin-2-one C1(CC1)N1C(N(C2=C1C=NC(=C2)C2=CC(=C(C=C2)OC)O)C2=CC(=C(C(=C2)OC)OC)OC)=O